C(C)(C)(C)OC(=O)N1C(COCC1)COC1=C(C=C(C(=C1)N1CCNCC1)F)F 3-((2,4-difluoro-5-(piperazin-1-yl)phenoxy)methyl)-morpholine-4-carboxylic acid tert-butyl ester